CC1(OC2=C(C1)C=C(C(=C2)OC[C@@H]2NC(CC2)=O)NC(=O)C=2C=NN1C2N=CC=C1)C N-[2,2-dimethyl-6-[[(2R)-5-oxopyrrolidin-2-yl]methoxy]-3H-benzofuran-5-yl]pyrazolo[1,5-a]pyrimidine-3-carboxamide